3-ethyl-butadiene C(C)C(C=C)=C